2-[(1R)-1-[3,6-Dimethyl-2-(1-methylpyrazol-4-yl)-4-oxo-chromen-8-yl]ethoxy]benzenesulfonamide CC1=C(OC2=C(C=C(C=C2C1=O)C)[C@@H](C)OC1=C(C=CC=C1)S(=O)(=O)N)C=1C=NN(C1)C